(7R)-7-phenyl-N-[(3S)-7,9-difluoro-2-oxo-1,3,4,5-tetrahydro-1-benzazepin-3-yl]-6,7-dihydro-5H-pyrrolo[1,2-b][1,2,4]triazole-2-carboxamide C1(=CC=CC=C1)[C@H]1CCN2N=C(N=C21)C(=O)N[C@@H]2C(NC1=C(CC2)C=C(C=C1F)F)=O